CC1(OB(OC1(C)C)C1(CC1)C)C 4,4,5,5-tetra-methyl-2-(1-methylcyclopropyl)-1,3,2-dioxaborolane